ClC1=NC=C(CNC=2N=CC=NC2)C=C1 5-(6-chloronicotinylamino)pyrazine